C(C=C)NC(=O)CC(=O)O 2-[(PROP-2-EN-1-YL)CARBAMOYL]ACETIC ACID